19-(oxan-2-yl)-8,14-dioxa-10,19,20-triazatetracyclo[13.5.2.12,6.018,21]tricosa-1(20),2,4,6(23),15,17,21-heptaen-9-one O1C(CCCC1)N1C2=CC=C3OCCCNC(OCC=4C=CC=C(C(=N1)C2=C3)C4)=O